2-methyl-Ethyl Butyrate C(CCC)(=O)OCCC